ethyl (S)-3-amino-3-(3'-methoxy-6-methylbiphenyl-3-yl)propanoate N[C@@H](CC(=O)OCC)C=1C=C(C(=CC1)C)C1=CC(=CC=C1)OC